BrC=1C(=NC(=CC1)N1C[C@H](CCC1)OC)F 3-Bromo-2-fluoro-6-[(3S)-3-methoxypiperidin-1-yl]pyridine